OC=1C=C(C=C(C1O)O)C=CC(=O)O 3-(3,4,5-trihydroxyphenyl)acrylic acid